(Z)-pentadec-3-en-6-ol CC\C=C/CC(CCCCCCCCC)O